aluminum bis(acetylsalicylate) C(C)(=O)OC=1C(C(=O)[O-])=CC=CC1.C(C)(=O)OC=1C(C(=O)[O-])=CC=CC1.[Al+2]